FC(C1=CC=C(C=C1)C=1N=CC2=C(N1)CN(CC2)C#N)(F)F 2-(4-(trifluoromethyl)phenyl)-5,8-dihydropyrido[3,4-d]pyrimidine-7(6H)-carbonitrile